N=1SN=C2C1C(=CC=C2C=2C=CC=C1C=CC=C(C21)C2=CC=C(C(=O)N[C@H](C)C1=CC=CC=C1)C=C2)C=2C=CC=C1C=CC=C(C21)C2=CC=C(C(=O)N[C@H](C)C1=CC=CC=C1)C=C2 4,4'-(benzo[c][1,2,5]thiadiazole-4,7-diylbis(naphthalene-8,1-diyl))bis(N-((R)-1-phenylethyl)benzamide)